C(#N)C1=CC=C(C=C1)C(C(=O)O)(F)F 2-(4-cyanophenyl)-2,2-difluoro-acetic acid